C[C@H]1[C@H]([C@H]([C@@H]([C@@H](O1)OC[C@@H]2[C@H]([C@@H]([C@H]([C@@H](O2)O)NC(=O)C)O)O[C@H]3[C@@H]([C@H]([C@@H]([C@H](O3)CO)O[C@H]4[C@H]([C@H]([C@@H]([C@H](O4)CO[C@@H]5[C@H]([C@H]([C@@H]([C@H](O5)CO)O)O)O[C@H]6[C@@H]([C@H]([C@@H]([C@H](O6)CO)O[C@H]7[C@@H]([C@H]([C@H]([C@H](O7)CO)O[C@H]8[C@@H]([C@H]([C@H]([C@H](O8)CO)O)O)O)O)O)O)NC(=O)C)O)O[C@@H]9[C@H]([C@H]([C@@H]([C@H](O9)CO)O)O)O[C@H]1[C@@H]([C@H]([C@@H]([C@H](O1)CO)O[C@H]1[C@@H]([C@H]([C@H]([C@H](O1)CO)O)O[C@@]1(C[C@@H]([C@H]([C@@H](O1)[C@@H]([C@@H](CO)O)O)NC(=O)C)O)C(=O)O)O)O)NC(=O)C)O)O)NC(=O)C)O)O)O The molecule is an amino oligosaccharide that is a branched undecasaccharide derivative consisting of a heptasaccharide chain of alpha-sialyl, beta-D-galactose, N-acetyl-beta-D-glucosamine, alpha-D-mannose, beta-D-mannose, and two N-acetyl-beta-D-glucosamine residues linked sequentially (2->3), (1->4), (1->2), (1->3), (1->4) and (1->4), to the beta-D-mannose residue of which is (1->6)-linked a beta-D-galactosyl-(1->4)-beta-D-galactosyl-(1->4)-N-acetyl-beta-D-glucosaminyl-(1->3)-alpha-D-mannosyl tetrasaccharide branch and to the reducing end N-acetyl-beta-D-glucosamine residue of which is (1->6)-linked an alpha-L-fucose residue. When it is the N-glycan content of the tumour necrosis factor (TNF) alpha blocker cetuximab, the terminal Neu5Ac residue may be replaced by Neu5Gc, while the fucose residue may be absent. When it is the N-glycan content of the tumour necrosis factor (TNF) alpha blocker infliximab, the terminal Neu5Ac residue may be replaced by Neu5Gc, while one or both of the fucose and terminal galactose residues may be absent. It is an amino oligosaccharide, a glucosamine oligosaccharide and a N-glycan derivative.